(5-methylpyridin-2-yl)propionic acid CC=1C=CC(=NC1)C(C(=O)O)C